C(C)C1=CC=C(C=C1)S(=O)(=O)OC1=CC=C(C=C1)NC(=O)NC1=CC=C(C=C1)OS(=O)(=O)C1=CC=C(C=C1)CC N,N'-bis-[4-(p-ethylphenylsulphonyloxy)phenyl]urea